CN1C=C(C2=CC=CC=C12)C(=O)NCC1=NOCC1 3-((1-methyl-1H-indole-3-carboxamido)methyl)-4,5-dihydroisoxazole